Piperidin-4-yl((1S,5R)-8-(3-(trifluoromethoxy)phenyl)-1,3,4,5-tetrahydro-2H-1,5-methanobenzo[c]azepin-2-yl)methanone N1CCC(CC1)C(=O)N1[C@@H]2C3=C([C@H](CC1)C2)C=CC(=C3)C3=CC(=CC=C3)OC(F)(F)F